4-methoxy-6-(morpholin-4-yl)pyridazine-3-carboxylic acid COC1=C(N=NC(=C1)N1CCOCC1)C(=O)O